3-fluoro-2-((1-(2-(isoindolin-2-yl)-3,6-dimethyl-4-oxo-3,4-dihydroquinazolin-8-yl)ethyl)amino)benzoic acid FC=1C(=C(C(=O)O)C=CC1)NC(C)C=1C=C(C=C2C(N(C(=NC12)N1CC2=CC=CC=C2C1)C)=O)C